(S)-5-(2-(1-(2-hydroxy-2-methylpropyl)-1H-pyrazol-4-yl)-4-(2-phenylpiperazin-1-yl)quinazolin-6-yl)-1-methylpyridin-2(1H)-one OC(CN1N=CC(=C1)C1=NC2=CC=C(C=C2C(=N1)N1[C@H](CNCC1)C1=CC=CC=C1)C=1C=CC(N(C1)C)=O)(C)C